(R)-6-(4-fluorophenyl)-N-(1-(5-methyl-1,2,4-oxadiazol-3-yl)ethyl)pyrido[2,3-d]pyrimidin-4-amine FC1=CC=C(C=C1)C1=CC2=C(N=CN=C2N[C@H](C)C2=NOC(=N2)C)N=C1